9-ethyl-6-(2-methyl-5-tetrahydropyranylmethyl-benzoyl)-9H-carbazole C(C)N1C2=CC=C(C=C2C=2C=CC=CC12)C(C1=C(C=CC(=C1)CC1OCCCC1)C)=O